O1C=2N(CC1)N=C(C2)C(=O)OCC ethyl 2,3-dihydropyrazolo[5,1-b]oxazole-6-carboxylate